N,N-dimethyl-3-amino-2,4-dimethylpentane CN(C(C(C)C)C(C)C)C